OC(=O)C(F)(F)F.FC1=C(C=CC(=C1)F)CC(NN)=S 2-(2,4-difluorophenyl)ethanethiohydrazide TFA salt